6-(2-(methoxymethoxy)-4-(1-(tetrahydro-2H-pyran-2-yl)-1H-pyrazol-4-yl)phenyl)-3-(methylthio)-1,2,4-triazine COCOC1=C(C=CC(=C1)C=1C=NN(C1)C1OCCCC1)C1=CN=C(N=N1)SC